2-(((2R,3S,4R,5R)-5-(6-amino-2-chloro-9H-purin-9-yl)-3-ethynyl-3,4-dihydroxytetrahydrofuran-2-yl)methoxy)-3-phenyl-2-(thiazol-4-yl)propanoic acid NC1=C2N=CN(C2=NC(=N1)Cl)[C@H]1[C@@H]([C@@]([C@H](O1)COC(C(=O)O)(CC1=CC=CC=C1)C=1N=CSC1)(O)C#C)O